C(=O)O.ClC=1C=C(CC2CCN(CC2)C(=O)NC2=NN(C(C=C2)=O)C)C=C(C1)C#N 4-(3-chloro-5-cyanobenzyl)-N-(1-methyl-6-oxo-1,6-dihydropyridazin-3-yl)piperidine-1-carboxamide formate salt